ClC=1C=C(C=CC1Cl)NC(OC1=CC=CC=C1)=O Phenyl (3,4-dichlorophenyl)-carbamate